Tert-butyl (3S)-3-((2-(2,6-dioxopiperidin-3-yl)-6-fluoro-1-oxoisoindolin-5-yl)oxy)pyrrolidine-1-carboxylate O=C1NC(CCC1N1C(C2=CC(=C(C=C2C1)O[C@@H]1CN(CC1)C(=O)OC(C)(C)C)F)=O)=O